S1C(=NC2=C1C=CC=C2)C2=C(C1=CC=CC=C1C=C2)O 2-(benzo[d]thiazol-2-yl)naphthalen-1-ol